C(CCCCC(C)C)OC(C(CC(=O)O)C=CCCCCCCCCCC)=O Dodecenyl-succinic acid monoisooctyl ester